ClC1=CC=C(C=C1)C1=N[C@H](C=2N(C3=C1C(=C(S3)C)C)C(=NN2)C)C(C(=O)[O-])CC 2-((S)-4-(4-chlorophenyl)-2,3,9-trimethyl-6H-thieno[3,2-f][1,2,4]triazolo[4,3-a][1,4]diazepin-6-yl)butanoate